CC1CN(CC2=CC(=CC=C12)C(=O)NC=1C=NC=C(C1)N1CCCC1)C1CC(N(CC1)C)=O 4-methyl-2-(1-methyl-2-oxo-4-piperidyl)-N-(5-pyrrolidin-1-yl-3-pyridyl)-3,4-dihydro-1H-isoquinoline-7-carboxamide